bis(aziridin-1-yl)phosphinic acid (S)-6-([1,1'-biphenyl]-4-yloxy)-5-nitro-2,3-dihydro-1H-inden-1-yl ester C1(=CC=C(C=C1)OC1=C(C=C2CC[C@@H](C2=C1)OP(=O)(N1CC1)N1CC1)[N+](=O)[O-])C1=CC=CC=C1